OC=1C=NC(=NC1)N1CC(NCC1)=O 4-(5-hydroxypyrimidin-2-yl)piperazin-2-one